CN(C1=CC(=NC=N1)C(=O)N1CCN(CC1)CC1=NC2=C(N1C[C@H]1OCC1)C=C(C=C2)C(=O)OC)C Methyl (S)-2-((4-(6-(dimethylamino)pyrimidine-4-carbonyl)piperazin-1-yl)methyl)-1-(oxetan-2-ylmethyl)-1H-benzo[d]imidazole-6-carboxylate